piperidinyl butyl ether C(CCC)ON1CCCCC1